OC1=CC=C(C=C1)C(=O)NCC(=O)O 2-[(4-hydroxyphenyl)carbonylamino]acetic acid